6-(1-fluorocyclobutyl)quinoline-4-carboxamide FC1(CCC1)C=1C=C2C(=CC=NC2=CC1)C(=O)N